FC1=C(C=CC=C1)C1=NN(C=C1C=1C2=C(N=CN1)C=C(C(=N2)NC(=O)[C@]21COC[C@@H]1C2)OC)C (1R,5R)-N-(4-(3-(2-fluorophenyl)-1-methyl-1H-pyrazol-4-yl)-7-methoxypyrido[3,2-d]pyrimidin-6-yl)-3-oxabicyclo[3.1.0]hexane-1-carboxamide